1,2,4-Triazole-1-butyric acid N1(N=CN=C1)CCCC(=O)O